((3-bromo-2,2-dimethyl-6-(trifluoromethoxy)-2H-chromen-7-yl)oxy)triisopropylsilane BrC=1C(OC2=CC(=C(C=C2C1)OC(F)(F)F)O[Si](C(C)C)(C(C)C)C(C)C)(C)C